CCCN(CCC)C(=O)C1=CC=C(C=C1)C 4-methyl-N,N-dipropylbenzamide